[Cl-].C1=CC=CC2=CC=CC=C12 Naphthalene Chloride